[5-[[1-[2-(aminomethyl)-3,3-difluoro-allyl]-5-oxo-1,2,4-triazol-4-yl]methyl]-3-thienyl]-1-methyl-3,4-dihydroquinolin-2-one trifluoroacetate FC(C(=O)O)(F)F.NCC(CN1N=CN(C1=O)CC1=CC(=CS1)C1C(N(C2=CC=CC=C2C1)C)=O)=C(F)F